linoleyl glycinate NCC(=O)OCCCCCCCC\C=C/C\C=C/CCCCC